The molecule is an organophosphate oxoanion that results from the removal of a proton from the phosphate group of 3-O-(6-O-alpha-D-xylosylphospho-alpha-D-mannopyranosyl)-alpha-D-mannopyranose. It is a conjugate base of a 3-O-(6-O-alpha-D-xylosylphospho-alpha-D-mannopyranosyl)-alpha-D-mannopyranose. C1[C@H]([C@@H]([C@H]([C@H](O1)OP(=O)([O-])OC[C@@H]2[C@H]([C@@H]([C@@H]([C@H](O2)O[C@H]3[C@@H]([C@H](O[C@@H]([C@H]3O)O)CO)O)O)O)O)O)O)O